(E)-2-(Trimethylsilyl)ethyl-3-(2,2,5,5-tetramethyl-1,3-dioxane-4-carboxamido)acrylate C[Si](CCOC(\C=C\NC(=O)C1OC(OCC1(C)C)(C)C)=O)(C)C